ClC1=CC=C(C=C1)C=1C=C(C(N(N1)C=1C=NC=NC1)=O)C(=O)NC(C(F)(F)F)C(C)(C)O 6-(4-chlorophenyl)-3-oxo-2-(pyrimidin-5-yl)-N-(1,1,1-trifluoro-3-hydroxy-3-methylbut-2-yl)-2,3-dihydropyridazine-4-carboxamide